BrC1=CN=C2C(=NC(=NN21)Cl)N2CC1C(C2)CCC1 7-bromo-2-chloro-4-{hexahydro-1H-cyclopenta[c]pyrrol-2-yl}imidazo[2,1-f][1,2,4]triazine